OCCNC(CCC=1C=CC2=C(OC3(C=NS2(=O)=O)CCOCC3)N1)=O 7'-(3-((2-Hydroxyethyl)amino)-3-oxopropyl)-1',1'-dioxido-2,3,5,6-tetrahydrospiro[pyran-4,4'-pyrido[2,3-b][1,4,5]oxathiazepin]